N-(2-hydroxyethyl)-ammonium hydroxide [OH-].OCC[NH3+]